6-(azetidin-3-yl)-1-methyl-4-(4-(trifluoromethoxy)phenyl)-1H-benzo[d]imidazole hydrochloride Cl.N1CC(C1)C=1C=C(C2=C(N(C=N2)C)C1)C1=CC=C(C=C1)OC(F)(F)F